C(CCC)NCCC(=O)OCC(CCCCC)CCCCC 2-pentylheptyl 3-(butylamino)propanoate